(1,3,5)-Triazine N1=CN=CN=C1